potassium palmitat oleate C(CCCCCCC\C=C/CCCCCCCC)(=O)[O-].C(CCCCCCCCCCCCCCC)(=O)O.[K+]